C1(CC1)C=1C=2N(C=C(C1)C(=O)N1[C@@H](C3=CC=CC=C3CC1)C)C=C(N2)C2=C(C=C(C=C2)/C=C/C(=O)OCC)F Ethyl (2E)-3-(4-{8-cyclopropyl-6-[(1R)-1-methyl-1,2,3,4-tetrahydroisoquinoline-2-carbonyl]imidazo[1,2-a]pyridin-2-yl}-3-fluorophenyl)prop-2-enoate